COC1=NC(=CC=C1C1=NN=C(C2=CC=CC=C12)N[C@H]1CN(CCC1)C(=O)OC(C)(C)C)C tert-butyl (R)-3-((4-(2-methoxy-6-methylpyridin-3-yl)phthalazin-1-yl)amino)piperidine-1-carboxylate